Ethyl-4-amino-6'-(bis(4-methoxybenzyl)amino)-3-fluoro-4'-methyl-[2,2'-bipyridine]-5-carboxylate C(C)OC(=O)C=1C(=C(C(=NC1)C1=NC(=CC(=C1)C)N(CC1=CC=C(C=C1)OC)CC1=CC=C(C=C1)OC)F)N